(2S,3S)-2-(9H-fluoren-9-yl-methoxycarbonyl-amino)-3-methyl-pentanoic acid C1=CC=CC=2C3=CC=CC=C3C(C12)N([C@H](C(=O)O)[C@H](CC)C)C(=O)OC